C(C)(=O)NC(C(=O)[O-])CC=1OC=NN1 2-acetamido-3-(1,3,4-oxadiazol-2-yl)propanoate